2-cyano-2-hydroximinoacetamide sodium salt [Na+].C(#N)C(C(=O)[NH-])=NO